Caffeoyltartaric acid C(\C=C\C1=CC(O)=C(O)C=C1)(=O)C(C(=O)O)(O)C(O)C(=O)O